N[C@H](C(=O)NC=1C=C2OC=3C=C(C=CC3C3(C2=CC1)OC(C1=CC=CC=C13)=O)OC)CC(C)C (2S)-2-Amino-N-(3'-methoxy-3-oxo-3H-spiro[isobenzofuran-1,9'-xanthen]-6'-yl)-4-methylpentanamide